NC1=C(SC2=NC(=C(C=C21)F)C)C(=O)NC2CC=1C=C(C(=NC1CC2)N2CC(C(C2)OC(COC)C)N)F 3-amino-N-(2-{3-amino-4-[(1-methoxypropan-2-yl)oxy]pyrrolidin-1-yl}-3-fluoro-5,6,7,8-tetrahydroquinolin-6-yl)-5-fluoro-6-methylthieno[2,3-b]pyridine-2-carboxamide